C(#N)C=1N=C(NC1C#N)C(F)(F)F.[Li] lithium 4,5-dicyano-2-trifluoromethylimidazol